CC1(C(NC2=C(C=C(C=C2C1)NC1=NC2=CC=CC=C2C=N1)C)=O)C 3,3,8-trimethyl-6-(quinazolin-2-ylamino)-1,4-dihydro-quinolin-2-one